6-(2-oxo-6-azaspiro[3.3]heptane-6-yl)pyridine O=C1CC2(C1)CN(C2)C2=CC=CC=N2